BrC1=C(C(=C(C=C1)C1C(CNCC1)(F)F)F)F 4-(4-bromo-2,3-difluoro-phenyl)-3,3-difluoro-piperidine